methyl 4-bromo-1-(oxan-4-yl)-6-oxo-1,6-dihydropyridine-3-carboxylate BrC=1C(=CN(C(C1)=O)C1CCOCC1)C(=O)OC